N1C=CC2=CC=C(C=C12)S(=O)(=O)N1CCN(CCC1)C1=CC=C(C=C1)O 4-(4-((1H-indol-6-yl)sulfonyl)-1,4-diazepan-1-yl)phenol